N-(3-(cyclopentylsulfonyl)phenyl)-2-fluoronicotinamide C1(CCCC1)S(=O)(=O)C=1C=C(C=CC1)NC(C1=C(N=CC=C1)F)=O